C(C=C)(=O)O.S1SCC=C1 dithiol acrylate